ClC=1C=CC=C2CO[C@H](C12)[C@H]1O[C@H]([C@@H]([C@@H]1O)O)N1C=CC2=C1N=CN=C2C (2S,3S,4R,5R)-2-((R)-7-chloro-1,3-dihydroisobenzofuran-1-yl)-5-(4-methyl-7H-pyrrolo[2,3-d]pyrimidin-7-yl)tetrahydrofuran-3,4-diol